2,4-Di-isopropylthioxanthon C(C)(C)C1=CC=2C(C3=CC=CC=C3SC2C(=C1)C(C)C)=O